O1C(=NN=C1)C1=CC=2N(C(=C1)OC1=CC=C(OCCCN3CCN(CC3)C(C)=O)C=C1)C=NC2 1-[4-[3-[4-[7-(1,3,4-oxadiazol-2-yl)imidazo[1,5-a]pyridin-5-yl]oxyphenoxy]propyl]piperazin-1-yl]ethanone